C(C)(C)C1=CC=C(C=C1)NC1=CC=CC2=C1SC1=C2C=CC=C1 N-(4-isopropylphenyl)dibenzo[B,d]thiophen-4-amine